3,5-dimethoxy-4-hydroxy-cinnamic acid COC=1C=C(C=CC(=O)O)C=C(C1O)OC